3-(3-((2-(3,5-difluorophenoxy)pyrimidin-5-yl)methyl)isoxazol-5-yl)pyridin-2-amine FC=1C=C(OC2=NC=C(C=N2)CC2=NOC(=C2)C=2C(=NC=CC2)N)C=C(C1)F